3-methoxy-1,3,8-trimethyl-5-[[(1R)-1-[3-(1,1-difluoro-2-hydroxy-2-methyl-propyl)-2-methyl-phenyl]ethyl]amino]pyrrolo[3,2-g]phthalazin-2-one COC1(C(N(C2=C1C=C1C(=NN=C(C1=C2)C)N[C@H](C)C2=C(C(=CC=C2)C(C(C)(C)O)(F)F)C)C)=O)C